FC(C#N)(CCCCCCC)F 2,2-difluorononanenitrile